CC1=NN(C2=CC(=CC=C12)[N+](=O)[O-])C1OCCCC1 3-methyl-6-nitro-1-(tetrahydro-2H-pyran-2-yl)-1H-indazole